C1(=CC=CC=C1)COC=1C=C(C=CC1)C(O)C1CC1 (3-(phenylmethyloxy)phenyl)(cyclopropyl)methanol